FC=1C=C(C=C(C1F)OCOC)N1N=CC2=CC(=CC=C12)C1(CCN(CC1)C(=O)OC(C)(C)C)C(=O)OC 1-(tert-Butyl) 4-methyl 4-(1-(3,4-difluoro-5-(methoxymethoxy)phenyl)-1H-indazol-5-yl)piperidine-1,4-dicarboxylate